(S)-1-(4-((4-((R)-1-(((S)-1-fluoropropan-2-yl)amino)-3-(5-hydroxy-6-oxo-1,6-dihydropyrimidin-4-yl)propan-2-yl)phenyl)ethynyl)benzyl)pyrrolidine-3-carbonitrile FC[C@H](C)NC[C@H](CC=1N=CNC(C1O)=O)C1=CC=C(C=C1)C#CC1=CC=C(CN2C[C@H](CC2)C#N)C=C1